(±)-trans-4-(4-(4-(((cyclopentyl(methyl)carbamoyl)oxy)methyl)-3-methylisoxazol-5-yl)phenoxy)tetrahydro-2H-pyran-2-carboxylic acid C1(CCCC1)N(C(=O)OCC=1C(=NOC1C1=CC=C(O[C@H]2C[C@@H](OCC2)C(=O)O)C=C1)C)C |r|